N(=[N+]=[N-])CC(C(CS(=O)(=O)C(C)C)O)(C)C 4-azido-1-(isopropylsulfonyl)-3,3-dimethyl-2-butanol